NC1=C(C=CC(=C1)C(F)F)N1C(OCC1)=O 3-(2-amino-4-(difluoromethyl)phenyl)oxazolidin-2-one